ClCC(=O)N(C[C@H]1C(NCC1)=O)CC([C@H](CC(C)C)NC(=O)C=1OC2=C(C1)C=CC=C2C)=O N-((S)-1-(2-Chloro-N-(((S)-2-oxopyrrolidin-3-yl)methyl)acetamido)-5-methyl-2-oxohexan-3-yl)-7-methylbenzofuran-2-carboxamide